(S)-2-(4-(7-(5-chloroisoquinolin-4-yl)-8-fluoro-2-((tetrahydro-1H-pyrrolizin-7a(5H)-yl)methoxy)quinazolin-4-yl)-1-(2-fluoroacryloyl)piperazin-2-yl)acetonitrile ClC1=C2C(=CN=CC2=CC=C1)C1=CC=C2C(=NC(=NC2=C1F)OCC12CCCN2CCC1)N1C[C@@H](N(CC1)C(C(=C)F)=O)CC#N